BrC1=NN(C=2C1=NC=C(C2)COC2=CC=C(C=C2)C(CC(=O)O)C)C2CCCC2 3-(4-((3-bromo-1-cyclopentyl-1H-pyrazolo[4,3-b]pyridin-6-yl)methoxy)phenyl)butanoic acid